N-[2-(2-hydroxyethyl)-6-(2-hydroxy-prop-2-yl)-2H-indazol-5-yl]-6-(trifluoromethyl)pyridine-2-carboxamide OCCN1N=C2C=C(C(=CC2=C1)NC(=O)C1=NC(=CC=C1)C(F)(F)F)C(C)(C)O